FC(C(=C(F)F)Cl)(F)F pentafluoro-monochloropropene